COC1=CC=C(CN2C(C3=CC=C(C=C3C2=O)NC2=CC=CC=C2)=O)C=C1 2-(4-methoxybenzyl)-5-(phenylamino)isoindoline-1,3-dione